C12(CC(C1)C2)NC(CN2C(C(=CC=C2)NC([C@H](CCC(C(=O)NC)=O)NC(=O)C=2N=NSC2)=O)=O)=O (S)-N1-(1-(2-(bicyclo[1.1.1]pentan-1-ylamino)-2-oxoethyl)-2-oxo-1,2-dihydropyridin-3-yl)-N6-methyl-5-oxo-2-(1,2,3-thiadiazole-4-carboxamido)hexanediamide